6-chloro-5-cyclopropyl-1-(2-trimethylsilylethoxymethyl)indazol-4-ol ClC=1C(=C(C=2C=NN(C2C1)COCC[Si](C)(C)C)O)C1CC1